C(C)OC(C(=O)N(C(C)C)C1=C(C(=CC(=C1)Br)Cl)C(C)=O)=O ((2-acetyl-5-bromo-3-chlorophenyl)(isopropyl)amino)-2-oxoacetic acid ethyl ester